2-(2-pyridyl)-2-propen-1-ol N1=C(C=CC=C1)C(CO)=C